3-ethynyl-5-[5-[2-(4-iodo-2,5-dimethyl-pyrazol-3-yl)oxyethoxymethyl]-1-methyl-pyrazol-4-yl]-1-tetrahydropyran-2-yl-indazole C(#C)C1=NN(C2=CC=C(C=C12)C=1C=NN(C1COCCOC=1N(N=C(C1I)C)C)C)C1OCCCC1